1-Cyclopropyl-5-methyl-4-(4,4,5,5-tetramethyl-1,3,2-dioxaborolan-2-yl)indolin-2-one C1(CC1)N1C(CC2=C(C(=CC=C12)C)B1OC(C(O1)(C)C)(C)C)=O